NCC(CN1N=C(N(C1=O)CC=1SC(=CC1)C1=CC=C(C=C1)S(=O)(=O)C)C)=C(F)F 2-[2-(aminomethyl)-3,3-difluoro-allyl]-5-methyl-4-[[5-(4-methanesulfonylphenyl)-2-thienyl]methyl]-1,2,4-triazol-3-one